5-(3-hydroxypropyl)-2,3-dimethylcyclohexa-2,5-diene-1,4-dione OCCCC=1C(C(=C(C(C1)=O)C)C)=O